C(C)(C)(C)C1=CC=C(C=C1)S(=O)(=O)OC1=C(C=CC=C1)NC(=O)NC1=CC=C(C=C1)OS(=O)(=O)C1=CC=C(C=C1)C(C)(C)C N-[2-(p-tert-butylbenzenesulfonyloxy)phenyl]-N'-[4-(p-tert-butylbenzenesulfonyloxy)phenyl]urea